rel-4-(4,5-dichloro-2-hydroxyphenyl)piperidine-3-carboxamide ClC1=CC(=C(C=C1Cl)C1C(CNCC1)C(=O)N)O